3-(((2-chloro-[1,1'-biphenyl]-4-yl)methyl)amino)-N-(3-((6-(4-methyl-1H-imidazol-1-yl)-1H-indazol-4-yl)amino)propyl)propanamide ClC1=C(C=CC(=C1)CNCCC(=O)NCCCNC1=C2C=NNC2=CC(=C1)N1C=NC(=C1)C)C1=CC=CC=C1